N-(6-methoxy-2-methylpyridin-3-yl)-2-(((1R,2S)-2-methylcyclohexyl)-amino)-4-(trifluoromethyl)-benzamide COC1=CC=C(C(=N1)C)NC(C1=C(C=C(C=C1)C(F)(F)F)N[C@H]1[C@H](CCCC1)C)=O